CN1C(C2=CC=C(C=C2C=C1)C(=O)NC1=CC2=C(C=N1)C=C(N2COCC[Si](C)(C)C)[C@@H]2N(CCCC2)C)=O 2-methyl-N-{2-[(2R)-1-methylpiperidin-2-yl]-1-{[2-(trimethylsilyl)ethoxy]Methyl}pyrrolo[3,2-c]Pyridin-6-yl}-1-oxoisoquinoline-6-carboxamide